2'-(aminomethyl)-3-methyl-7-cyano-3,4-dihydrospiro[benzo[d][1,2]thiazine-1,1'-cyclopropane]-2,2-dioxide NCC1C2(C1)C1=C(CN(S2(=O)=O)C)C=CC(=C1)C#N